3-(4-(3,4-difluoro-2-(trifluoromethyl)phenyl)piperidine-1-carbonyl)-N-methyl-4,6-dihydropyrrolo[3,4-c]pyrazole-5(1H)carboxamide FC=1C(=C(C=CC1F)C1CCN(CC1)C(=O)C=1C2=C(NN1)CN(C2)C(=O)NC)C(F)(F)F